N1(CCCCC1)C=1NC2=C(N1)C=CC=C2 2-(piperidin-1-yl)benzimidazole